C(#N)C1=C(C=CC(=C1)F)SC=1C=2N(C=C(C1)C=1C=NN(C1C)[C@H]1CNC(CC1)(C)C)N=CC2C#N 4-(2-cyano-4-fluoro-phenyl)sulfanyl-6-[1-[(3R)-6,6-dimethyl-3-piperidyl]-5-methyl-pyrazol-4-yl]pyrazolo[1,5-a]pyridine-3-carbonitrile